[NH2+]1N=NN=C1 1H-tetrazolium